4-((5-(4-(5-((7-((3,5-difluorophenyl)ethynyl)pyrrolo[2,1-f][1,2,4]triazin-2-yl)amino)pyridin-2-yl)piperazin-1-yl)pentyl)oxy)-2-(2,6-dioxopiperidin-3-yl)isoindolin-1,3-dione FC=1C=C(C=C(C1)F)C#CC1=CC=C2C=NC(=NN21)NC=2C=CC(=NC2)N2CCN(CC2)CCCCCOC2=C1C(N(C(C1=CC=C2)=O)C2C(NC(CC2)=O)=O)=O